4-(4-(aminomethyl) isoindoline-2-carbonyl)-5-(benzyloxy)-1,3-phenylenedi(4-toluenesulfonate) NCC1=C2CN(CC2=CC=C1)C(=O)C1=C(C=C(C=C1OCC1=CC=CC=C1)CC1=CC=C(C=C1)S(=O)(=O)[O-])CC1=CC=C(C=C1)S(=O)(=O)[O-]